cis-3-fluoro-4-(5-oxo-3-(4,4,5,5-tetramethyl-1,3,2-dioxaborolan-2-yl)-7,8-dihydro-1,6-naphthyridin-6(5H)-yl)pyrrolidine-1-carboxylic acid tert-butyl ester C(C)(C)(C)OC(=O)N1C[C@H]([C@H](C1)N1C(C=2C=C(C=NC2CC1)B1OC(C(O1)(C)C)(C)C)=O)F